N-[(1S)-1-[[1-[(1SR)-1-(3-chloro-6-oxo-1H-pyridazin-5-yl)propyl]-3-fluoro-pyrazol-4-yl]carbamoyl]-2,2-dicyclopropyl-ethyl]-3-isopropyl-isoxazole-4-carboxamide ClC1=NNC(C(=C1)[C@H](CC)N1N=C(C(=C1)NC(=O)[C@H](C(C1CC1)C1CC1)NC(=O)C=1C(=NOC1)C(C)C)F)=O |&1:7|